(rac)-6-chloro-1-methyl-4-[4-(5-methyl-1,3-benzoxazol-2-yl)piperidin-1-yl]-2-oxo-7-[(oxolan-3-yl)oxy]-1,2-dihydroquinoline-3-carbonitrile ClC=1C=C2C(=C(C(N(C2=CC1O[C@H]1COCC1)C)=O)C#N)N1CCC(CC1)C=1OC2=C(N1)C=C(C=C2)C |r|